6-ethynyl-6-hydroxy-[1,1'-biphenyl]-3(6H)-one C(#C)C1(C=CC(C=C1C1=CC=CC=C1)=O)O